(Z)-4-(((6-bromo-2-oxoindolin-3-ylidene)(phenyl)methyl)amino)-N-(3-(dimethylamino)propyl)-N-methylbenzamide BrC1=CC=C2/C(/C(NC2=C1)=O)=C(\C1=CC=CC=C1)/NC1=CC=C(C(=O)N(C)CCCN(C)C)C=C1